(R)-4-(((1-(benzo[d][1,3]dioxol-5-yl)propan-2-yl)amino)methyl)-5-methyl-1,3-dioxol-2-one O1COC2=C1C=CC(=C2)C[C@@H](C)NCC=2OC(OC2C)=O